[Si](C)(C)(C(C)(C)C)O[C@@H]1C(N([C@@H](C1)C1=CC=CC=C1)NC(C(=O)OCC)=N)=O ethyl 2-[[cis-3-[tert-butyl(dimethyl)silyl]oxy-2-oxo-5-phenyl-pyrrolidin-1-yl]amino]-2-imino-acetate